[Cu].C1(C(C(C(CC1)C(=O)Cl)C(=O)Cl)C(=O)Cl)C(=O)Cl 1,2,3,4-cyclohexanetetracarbonyl chloride copper